ClC1=NC=CC2=C1C(=CN2C[C@@]2(COCC2)O)C2=NC(=NC(=C2)OC2CCC(CC2)C(F)(F)F)C (3S)-3-{[4-chloro-3-(2-methyl-6-{[(1r*,4r*)-4-(trifluoromethyl)-cyclohexyl]oxy}pyrimidin-4-yl)-1H-pyrrolo[3,2-c]pyridin-1-yl]methyl}oxolan-3-ol